C1(CC1)S(=O)(=O)C=1N=C2N(N1)C(CC2=O)C2=CC=CC=C2 2-cyclopropylsulfonyl-5-phenyl-5,6-dihydropyrrolo[1,2-b][1,2,4]triazol-7-one